((5-Aminopentyl)amino)-N-(4,5-dimethylthiazol-2-yl)-2-methylbenzamide NCCCCCNC=1C(=C(C(=O)NC=2SC(=C(N2)C)C)C=CC1)C